methyl-5-(chlorocarbonyl)-2-fluorobenzoate COC(C1=C(C=CC(=C1)C(=O)Cl)F)=O